2-(6-(4-(3H-imidazo[4,5-b]pyridin-7-yl)-1H-pyrazol-1-yl)pyridin-3-yl)-2-(1-(methylsulfonyl)azetidin-3-yl)acetonitrile N1=CNC2=NC=CC(=C21)C=2C=NN(C2)C2=CC=C(C=N2)C(C#N)C2CN(C2)S(=O)(=O)C